2-cyanobenzo[B]naphthalene C(#N)C=1C=CC=2C(=CC3=CC=CC=C3C2)C1